N1(CCC1)C=1C2=C(N=C(N1)C)CN(C2C)C(=O)OC2CN(C2)C2=CC(=NC=C2)C(F)(F)F 1-(2-(Trifluoromethyl)pyridin-4-yl)azetidin-3-yl 4-(azetidin-1-yl)-2,5-dimethyl-5,7-dihydro-6H-pyrrolo[3,4-d]pyrimidine-6-carboxylate